ClC1=NC=2N([C@H](C(NC2C(=N1)C)=O)CCO)C (7S)-2-chloro-7-(2-hydroxyethyl)-4,8-dimethyl-7,8-dihydropteridin-6(5H)-one